C(=O)O.C(C)NC(NC1=NC=CC(=C1C)CN1CCN(CC1)C=1C=CC(=NC1C)C(=O)NC)=O.C(C)NC(NC1=NC=CC(=C1C)CN1CCN(CC1)C=1C=CC(=NC1C)C(=O)NC)=O 5-(4-((2-(3-ethylureido)-3-methylpyridin-4-yl)methyl)piperazin-1-yl)-N,6-dimethylpicolinamide hemiformate